5-fluoro-2-(2-(3-iodoprop-2-yn-1-ylidene)hydrazino)pyrimidine FC=1C=NC(=NC1)NN=CC#CI